4'-(2-(benzyloxy)ethyl)-[1,1'-biphenyl] C(C1=CC=CC=C1)OCCC1=CC=C(C=C1)C1=CC=CC=C1